tin hydrochloride, hydrobromide Br.Cl.[Sn]